NC1=NC=NN2C1=CC=C2[C@H]2[C@@H]([C@@H]([C@@](O2)(CF)COP(=O)(OC2=CC=CC=C2)N[C@@H](C)C(=O)OCCOCCCC)O)O 2-butoxyethyl ((((2R,3S,4R,5S)-5-(4-aminopyrrolo[2,1-f][1,2,4]triazin-7-yl)-2-(fluoromethyl)-3,4-dihydroxytetrahydrofuran-2-yl)methoxy)(phenoxy)phosphoryl)-L-alaninate